methyl 3-amino-4-((4-((2-amino-4-carbamoylphenyl)amino)butyl)amino)benzoate NC=1C=C(C(=O)OC)C=CC1NCCCCNC1=C(C=C(C=C1)C(N)=O)N